CCCCCCCCCCCCS n-dodecylthiol